2,2-difluoro-7-azaspiro[3.5]nonan FC1(CC2(C1)CCNCC2)F